(S)-(1-(4-bromophenyl)ethyl)carbamic acid tert-butyl ester C(C)(C)(C)OC(N[C@@H](C)C1=CC=C(C=C1)Br)=O